F[C@H]1[C@H](C1)C(=O)NC=1N=CC2=CC(=NC=C2C1)C=1C=NC(=CC1C)C(CCC)O (1R,2R)-2-fluoro-N-(7-(6-(1-hydroxybutyl)-4-methylpyridin-3-yl)-2,6-naphthyridin-3-yl)cyclopropane-1-carboxamide